ClC1=CC=C(C=C1)[C@@H](CO)N1C(C=C(C=C1)C=1C=C2C(=NNC2=CC1)C1=CC(=NC=C1)C)=O (S)-1-(1-(4-chlorophenyl)-2-hydroxyethyl)-4-(3-(2-methylpyridin-4-yl)-1H-indazol-5-yl)pyridin-2(1H)-one